COC(CO)CC=1N=CSC1 2-methoxy-3-(thiazol-4-yl)propan-1-ol